NC[C@H](C)N(C(=O)[C@H](CC1=[N+](C=C(C=C1)F)[O-])CC(=O)OC(C)(C)C)C 2-((R)-2-(((S)-1-aminopropan-2-yl)(methyl)carbamoyl)-4-(tert-butoxy)-4-oxobutyl)-5-fluoropyridine 1-oxide